(trans)-3-(4-((2-chloropyrrolo[2,1-f][1,2,4]triazin-4-yl)amino)-1H-imidazol-1-yl)cyclobutanol ClC1=NN2C(C(=N1)NC=1N=CN(C1)[C@@H]1C[C@H](C1)O)=CC=C2